O1[C@H](C1)C1=C(C(=C(C=C1)S(=O)(=O)O)C)[N+](=O)[O-] (S)-oxiran-2-yl-methyl-3-nitrobenzenesulfonic acid